1-acetyl-4-methyl-N-(2-((methylamino)methyl)benzyl)-N-(2-oxo-2-((2'-oxo-1,1',2',3-tetrahydrospiro[indene-2,3'-pyrrolo[2,3-b]pyridin]-5-yl)amino)ethyl)piperidine-4-carboxamide C(C)(=O)N1CCC(CC1)(C(=O)N(CC(NC=1C=C2CC3(C(NC4=NC=CC=C43)=O)CC2=CC1)=O)CC1=C(C=CC=C1)CNC)C